7-cyclopropyl-2-(ethylthio)-3-(5-(2,2,3,3,3-pentafluoropropoxy)pyridin-2-yl)pyrazolo[1,5-a]pyrimidine C1(CC1)C1=CC=NC=2N1N=C(C2C2=NC=C(C=C2)OCC(C(F)(F)F)(F)F)SCC